5-fluoro-4-[2-(5-fluoro-2-pyridinyl)-6,6-dimethyl-5,7-dihydro-4H-pyrazolo[1,5-a]pyridin-3-yl]-1H-pyrazolo[3,4-b]pyridine FC=1C(=C2C(=NC1)NN=C2)C=2C(=NN1C2CCC(C1)(C)C)C1=NC=C(C=C1)F